(R)-N-(4-(pentafluoro-λ6-sulfaneyl)benzyl)-5,6,7,8-tetrahydroquinolin-8-amine FS(C1=CC=C(CN[C@@H]2CCCC=3C=CC=NC23)C=C1)(F)(F)(F)F